C(=CC)C1=C(C=CC(=C1)C1=CC=CC=C1)C(=O)C1=C(O)C=CC=C1O 2-propenyl-4,6-biphenylformylresorcinol